3-methoxy-5-(tributylstannyl)pyrazine-2-carbaldehyde COC=1C(=NC=C(N1)[Sn](CCCC)(CCCC)CCCC)C=O